N-(7-acetyl-2,3-dihydrobenzo[b][1,4]dioxin-6-yl)-2-chloroacetamide C(C)(=O)C=1C(=CC2=C(OCCO2)C1)NC(CCl)=O